[Si](C)(C)(C(C)(C)C)O[C@H]1C[C@@H](OC1(CO)CO)N1C(NC(C(=C1)C(F)(F)F)=O)=O 1-((2R,4S)-4-((tert-butyldimethylsilyl)oxy)-5,5-bis(hydroxymethyl)tetrahydrofuran-2-yl)-5-(trifluoromethyl)pyrimidine-2,4(1H,3H)-dione